7-bromo-5,6,8-trifluoro-2-(methylthio)quinazolin-4-ol BrC1=C(C(=C2C(=NC(=NC2=C1F)SC)O)F)F